5-[(3,3-Dimethylazetidin-1-yl)carbonyl]-2'-(4,5-dimethyl-1H-imidazol-2-yl)-3,4'-bipyridine trifluoroacetate salt FC(C(=O)O)(F)F.CC1(CN(C1)C(=O)C=1C=C(C=NC1)C1=CC(=NC=C1)C=1NC(=C(N1)C)C)C